(Z)-2-(4,6-Dichloro-1-(4-(4-fluorophenoxy)benzylidene)-2-methyl-1H-inden-3-yl)acetic acid ClC1=C2C(=C(/C(/C2=CC(=C1)Cl)=C/C1=CC=C(C=C1)OC1=CC=C(C=C1)F)C)CC(=O)O